1-Methoxy-2-amino-4-(2-hydroxyethylamino)benzol COC1=C(C=C(C=C1)NCCO)N